pentanoyl-2,4,6-triaminobenzoic acid C(CCCC)(=O)C=1C(=C(C(=O)O)C(=CC1N)N)N